[Os+4].[NH4+] ammonium osmium